C(#N)C=1C(=C(C=CC1)C1=CC=C(C2=C1COC2)C(=O)O)C 7-(3-Cyano-2-methylphenyl)-1,3-dihydro-2-benzofuran-4-carboxylic acid